2-(3'-tert-butyl-2'-hydroxy-5'-(2-methyloxycarbonylethyl)phenyl)benzotriazole C(C)(C)(C)C=1C(=C(C=C(C1)CCC(=O)OC)N1N=C2C(=N1)C=CC=C2)O